2,5-bis(butyliminofurfuryl)furan C(CCC)N=C(C1=CC=CO1)C=1OC(=CC1)C(C1=CC=CO1)=NCCCC